IC1=C(N)C(=CC(=C1C)C)[N+](=O)[O-] 2-iodo-3,4-dimethyl-6-nitroaniline